C(C)(C)(C)OC(=O)N1CCC(CC1)CC1=C2CCNCC2=CC=C1 4-(1,2,3,4-tetrahydroisoquinolin-5-ylmethyl)piperidine-1-carboxylic acid tert-butyl ester